(tetramethylene-2-methylbutylene) ether CC1CCCCCOCC1